FC1=CC=C2CCO[C@H](C2=C1)[C@@H]1NCCC1 (R)-2-((R)-7-fluoroisochroman-1-yl)pyrrolidine